2-(4-(3-(2,6-difluoro-3,5-dimethoxyphenyl)-1-ethyl-2-oxo-1,2,3,4-tetrahydropyrido[4,3-d]pyrimidin-7-yl)phenyl)acetonitrile FC1=C(C(=C(C=C1OC)OC)F)N1C(N(C2=C(C1)C=NC(=C2)C2=CC=C(C=C2)CC#N)CC)=O